N1N=CC2=CC(=CC=C12)C1CCN(CC1)[C@H]1C(N(CC1)CC1=CC=C(C=C1)C)=O (R)-3-(4-(1H-indazol-5-yl)piperidin-1-yl)-1-(4-methylbenzyl)pyrrolidin-2-one